(3-((4-(prop-2-yn-1-yloxy)benzyl)amino)propyl)carbamate C(C#C)OC1=CC=C(CNCCCNC([O-])=O)C=C1